2-(2,6-Dicarbonylpiperidin-3-yl)-1,3-Dicarbonylisoindoline-4-carbaldehyde C(=O)=C1NC(CCC1N1C(C=2C=CC=C(C2C1=C=O)C=O)=C=O)=C=O